(5-chloro-2-(((2-(ethoxycarbonyl)-1H-pyrrol-3-yl)amino)methyl)phenyl)piperidine-1-carboxylic acid tert-butyl ester C(C)(C)(C)OC(=O)N1C(CCCC1)C1=C(C=CC(=C1)Cl)CNC1=C(NC=C1)C(=O)OCC